Tridecane CCCCCCCCCCCCC